1,3,5-tris(4-n-butylphenyl)benzene C(CCC)C1=CC=C(C=C1)C1=CC(=CC(=C1)C1=CC=C(C=C1)CCCC)C1=CC=C(C=C1)CCCC